N1C(=NCC1)NCC(=O)NC1=C(C=C(C=C1)S(=O)(=O)N(C1=C(N=CS1)C(=O)OC(C)(C)C)CC1=CC=C(C=C1)OC)F Tert-butyl 5-[[4-[[2-(4,5-dihydro-1H-imidazol-2-ylamino)acetyl]amino]-3-fluoro-phenyl]sulfonyl-[(4-methoxyphenyl)methyl]amino]thiazole-4-carboxylate